CC(=O)N[C@@H]1[C@H]([C@H]2[C@@H](COC(O2)C3=CC=CC=C3)O[C@H]1OC4=CC=C(C=C4)[N+](=O)[O-])O p-Nitrophenyl 2-acetamido-4,6-O-benzylidene-2-deoxy-β-D-glucopyranoside